NC1=C2O[C@@H](C3=C(C(N(CC=4C(C(C=N1)=C2)=C(N(N4)C)C#N)C)=O)C=CC(=C3)F)C (10R)-7-Amino-12-fluoro-2,10,16-trimethyl-15-oxo-10,15,16,17-tetrahydro-2H-8,4-(metheno)pyrazolo[4,3-h][2,5,11]-benzoxadiazacyclotetradecine-3-carbonitrile